5-(2-(3-fluoro-2-methylphenyl)pyrrolidin-1-yl)-N-((R,E)-4-(methylsulfonyl)but-3-en-2-yl)pyrazine-2-carboxamide FC=1C(=C(C=CC1)C1N(CCC1)C=1N=CC(=NC1)C(=O)N[C@H](C)\C=C\S(=O)(=O)C)C